C(#N)C=1C=CC(=C2C=CC=NC12)N1C[C@@]2(C[C@@]2(C1)C(F)(F)F)C(=O)NNC(=O)C1C2CN(C(C1)C2)C(=O)OC(C)(C)C tert-butyl 5-(2-((1S,5R)-3-(8-cyanoquinolin-5-yl)-5-(trifluoromethyl)-3-azabicyclo[3.1.0]hexane-1-carbonyl)hydrazine-1-carbonyl)-2-azabicyclo[2.2.1]heptane-2-carboxylate